3-(1-((4-bromophenyl)amino)-2-(methoxycarbonyl)allyl)benzoic acid methyl ester COC(C1=CC(=CC=C1)C(C(=C)C(=O)OC)NC1=CC=C(C=C1)Br)=O